CN1N=C(C(=C1)N1C(N(C=2C=NC=3C=C(C(=CC3C21)C2=CC1=C(N=C(N1)C)C=C2)OC)C)=O)C 1-(1,3-Dimethyl-1H-pyrazol-4-yl)-7-methoxy-3-methyl-8-(2-methyl-3H-benzo-imidazol-5-yl)-1,3-dihydro-imidazo[4,5-c]quinolin-2-one